5-((2',3'-dichloro-3,6-dihydro-[4,4'-bipyridyl]-1(2H)-yl)methyl)-2-(2,4-dioxotetrahydropyrimidine-1(2H)-yl)isoindoline-1,3-dione ClC1=NC=CC(=C1Cl)C=1CCN(CC1)CC=1C=C2C(N(C(C2=CC1)=O)N1C(NC(CC1)=O)=O)=O